stilbeneamine C=1(C(=CC=CC1)N)C=CC1=CC=CC=C1